2-(benzyloxy)-5-((2-hydroxyethylamino)methyl)phenol C(C1=CC=CC=C1)OC1=C(C=C(C=C1)CNCCO)O